O=CCCC(=O)C1N(CCN(C1)C)N 4-oxo-butyryl-(4-methyl)piperazineamine